ClC1=C(C=C(C=2C(=C3N(C12)CCN(C3)C(CO)=O)C=3C=NNC3)OCC#N)Cl 2-((6,7-dichloro-2-(2-hydroxyacetyl)-10-(1H-pyrazol-4-yl)-1,2,3,4-tetrahydropyrazino[1,2-a]indol-9-yl)oxy)acetonitrile